N[C@@H]1C=2C(=NC=CC2)CC12CCN(CC2)C2=NC(=C(C(=N2)C(=O)N)C2=C(C(=CC=C2)Cl)Cl)C 2-((S)-5-amino-5,7-dihydrospiro[cyclopenta[b]pyridine-6,4'-piperidine]-1'-yl)-5-(2,3-dichlorophenyl)-6-methylpyrimidine-4-carboxamide